((4,6-dimethyl-2-oxo-1,2-dihydropyridin-3-yl)methyl)-2-methyl-5-nitrobenzamide CC1=C(C(NC(=C1)C)=O)CC=1C(=C(C(=O)N)C=C(C1)[N+](=O)[O-])C